C(CC#C)C=1C=C(C=2[C@H]3[C@H](C(OC2C1)=C)CCC(=C3)C)O (6Ar,10aR)-3-but-3-ynyl-9-methyl-6-methylidene-6a,7,8,10a-tetrahydrobenzo[c]chromen-1-ol